tert-butyl (2-{4-[4-(2-methoxyethoxy)phenyl]piperazin-1-yl}ethyl)carbamate COCCOC1=CC=C(C=C1)N1CCN(CC1)CCNC(OC(C)(C)C)=O